p-(tert-butyl)styrene C(C)(C)(C)C1=CC=C(C=C)C=C1